ClC1=CC(=C(C(=N1)N)[N+](=O)[O-])N(C)CC1(CCCCC1)COC 6-Chloro-N4-{[1-(methoxymethyl)cyclohexyl]methyl}-N4-methyl-3-nitropyridine-2,4-diamine